[N-](S(=O)(=O)C(F)(F)F)S(=O)(=O)C(F)(F)F.C(CCC)N1C=[N+](C=C1)C=C (1-butyl-3-vinylimidazolium) bis(trifluoromethanesulfonyl)imide salt